2-Propanyl 4-[(3S,5aR,6R,7R,8aS)-7-hydroxy-6-{(1E,3R)-3-hydroxy-4-[3-(trifluoromethyl)phenoxy]-1-buten-1-yl}octahydro-2H-cyclopenta[b]oxepin-3-yl]butanoate O[C@H]1[C@@H]([C@@H]2[C@@H](OC[C@H](CC2)CCCC(=O)OC(C)C)C1)\C=C\[C@H](COC1=CC(=CC=C1)C(F)(F)F)O